7,8-dichloro-2-(piperidin-1-yl)quinazolin-4(3H)-one ClC1=CC=C2C(NC(=NC2=C1Cl)N1CCCCC1)=O